1,2-di(α-linolenoyl)-3-(mono-2-methylheptanoyl)glycerol C(CCCCCCC\C=C/C\C=C/C\C=C/CC)(=O)OCC(OC(CCCCCCC\C=C/C\C=C/C\C=C/CC)=O)COC(C(CCCCC)C)=O